CC=1C=CC=C2NC=C(CC(N)C)C12 4-Methyl-α-methyltryptamine